N'-{1,4,7-triazecane-1,7-diylbis[methylene(2-hydroxy-5-methyl-3,1-phenylene)]}bis[3-hydroxy-2-(hydroxymethyl)propanamide] N1(CCNCCN(CCC1)CC=1C(=C(C=C(C1)C)C(C(=O)N)(CO)CO)O)CC=1C(=C(C=C(C1)C)C(C(=O)N)(CO)CO)O